(2-Hydroxyethyl) Methacrylate C(C(=C)C)(=O)OCCO